C(C)(C)(C)OC(=O)NC1=CC(=C(C(=N1)Cl)Cl)S.[Na] sodium 6-((tert-butoxycarbonyl)amino)-2,3-dichloropyridine-4-thiol